tert-butyl (4aS,8aR)-4-(4-nitrophenyl)sulfonyl-3,4a,5,7,8,8a-hexahydro-2H-pyrido[4,3-b][1,4]oxazine-6-carboxylate [N+](=O)([O-])C1=CC=C(C=C1)S(=O)(=O)N1[C@@H]2[C@H](OCC1)CCN(C2)C(=O)OC(C)(C)C